(R)-3-benzyl-2,6,9-trimethyl-5,6-dihydro-4H-thieno[3,2-f][1,2,4]triazolo[4,3-a][1,4]diazepine C(C1=CC=CC=C1)C1=C(SC2=C1CN[C@@H](C=1N2C(=NN1)C)C)C